tert-butyl ((S)-1-(2-chloro-5-(((S)-1-cyclopropylethyl)carbamoyl)-3-(3,5-difluorophenyl)pyridin-4-yl)-3-methylpyrrolidin-3-yl)carbamate ClC1=NC=C(C(=C1C1=CC(=CC(=C1)F)F)N1C[C@@](CC1)(C)NC(OC(C)(C)C)=O)C(N[C@@H](C)C1CC1)=O